C(CN)N.[Na].[Na].[Na] TRISODIUM ETHYLENEDIAMINE